C(C)(C)(C)OC(=O)N1N=CC=C1B(O)O (1-(tert-butoxycarbonyl)-1H-pyrazol-5-yl)boronic acid